CC1(N(CCC1)CCNC(C1=CC(=C(C=C1)C)NC1=NN(C2=NC(=NC=C21)NC=2C=NN(C2)C)C)=O)C N-(2-(2,2-dimethylpyrrolidin-1-yl)ethyl)-4-methyl-3-((1-methyl-6-((1-methyl-1H-pyrazol-4-yl)amino)-1H-pyrazolo[3,4-d]pyrimidin-3-yl)amino)benzamide